CC1=CC(=CC=C1)CC#N m-tolueneacetonitrile